2,3-dihydro-benzofuran-5-carboxylic acid [2-((S)-3-hydroxy-piperidin-1-yl)-benzothiazol-5-yl]-amide O[C@@H]1CN(CCC1)C=1SC2=C(N1)C=C(C=C2)NC(=O)C=2C=CC1=C(CCO1)C2